ClC1=C(C=C(C=C1OC)OC)C1=CC2=C(N=C(N=C2)NC2=NC=C(C=C2)N2CCN(CC2)C)N2C1=NN=C2 6-(2-chloro-3,5-dimethoxyphenyl)-N-(5-(4-methylpiperazin-1-yl)pyridin-2-yl)-[1,2,4]triazolo[4',3':1,6]pyrido[2,3-d]pyrimidin-2-amine